13,13,14,14-tetramethyl-3,6,9,12-tetraoxa-13-silapentadecan-1-ol C[Si](OCCOCCOCCOCCO)(C(C)(C)C)C